7-[methyl(2-{2-[2-({2-methyl-8-[4-(trifluoromethyl)phenyl]-2H,8H-pyrazolo[3,4-b]indol-5-yl}formamido)ethoxy]ethoxy}ethyl)amino]heptanoic acid CN(CCCCCCC(=O)O)CCOCCOCCNC(=O)C=1C=C2C=3C(N(C2=CC1)C1=CC=C(C=C1)C(F)(F)F)=NN(C3)C